FC1([C@@H]([C@H](CCC1)N1CCN(CC1)C(C)C)NC(=O)N1CCC(CC1)(OC1=NC=CC=C1)C)F |r| rac-N-{(1R,6S)-2,2-difluoro-6-[4-(propan-2-yl)piperazin-1-yl]cyclohexyl}-4-methyl-4-[(pyridin-2-yl)oxy]piperidine-1-carboxamide